4-(((1-(2-(3,5-Dimethylisoxazol-4-yl)ethyl)-1H-1,2,3-triazol-4-yl)methyl)amino)-2-(2,6-dioxopiperidin-3-yl)isoindoline-1,3-dione CC1=NOC(=C1CCN1N=NC(=C1)CNC1=C2C(N(C(C2=CC=C1)=O)C1C(NC(CC1)=O)=O)=O)C